Cl.NCN1C=C2C3(C(C(CC=C13)=O)C1C(NC(CC1)=O)=O)C=CC=C2 3-[5-(aminomethyl)-2-oxo-benzo[c]indol-1-yl]piperidine-2,6-dione hydrochloride